COC=1C=C(C=CC1OC)C1=CN=CC(=N1)C1=CC(=CS1)NC(C(C)C)=O N-(5-(6-(3,4-dimethoxyphenyl)pyrazin-2-yl)thiophen-3-yl)isobutyramide